BrCC(=O)C1CCCC1 2-bromo-1-cyclopentylethanone